N2-[(2S)-2-aminopropyl]-5-chloro-3-methyl-N7-[(thiophen-2-yl)methyl]thieno[3,2-b]pyridine-2,7-diamine N[C@H](CNC1=C(C2=NC(=CC(=C2S1)NCC=1SC=CC1)Cl)C)C